ClCC(=O)N1C[C@H](CC1)C#N (S)-1-(2-Chloro-acetyl)-pyrrolidine-3-carbonitrile